6-(3,4-Dimethylphenyl)-N-[3-(4-fluorophenyl)-1-methylazetidin-3-yl]-4-oxo-3-(trifluoromethyl)-4,5-dihydropyrazolo[1,5-a]pyrazine-2-carboxamide CC=1C=C(C=CC1C)C=1NC(C=2N(C1)N=C(C2C(F)(F)F)C(=O)NC2(CN(C2)C)C2=CC=C(C=C2)F)=O